methyl (S,E)-(1-((1-((5-fluoro-7-isobutyl-1H-indol-2-yl)methyl)-2-oxo-1,2-dihydropyridin-3-yl)amino)-1,7-dioxo-7-(pyrrolidin-1-yl)hept-5-en-2-yl)carbamate FC=1C=C2C=C(NC2=C(C1)CC(C)C)CN1C(C(=CC=C1)NC([C@H](CC\C=C\C(N1CCCC1)=O)NC(OC)=O)=O)=O